(Ra)-6-(1-(4-(2-(Ethylcarbamoyl)pyridin-4-yl)benzyl)-4-fluoro-1H-indol-7-carboxamido)-spiro[3.3]heptan C(C)NC(=O)C1=NC=CC(=C1)C1=CC=C(CN2C=CC3=C(C=CC(=C23)C(=O)NC2CC3(CCC3)C2)F)C=C1